tert-butyl 8-chloro-7-{7-[(3-methyl-4-nitrophenyl)amino]-1,2,3,4-tetrahydro-2,6-naphthyridin-2-yl}-1H,2H,3H-pyrido[2,3-b][1,4]oxazine-1-carboxylate ClC1=C(C=NC=2OCCN(C21)C(=O)OC(C)(C)C)N2CC1=CC(=NC=C1CC2)NC2=CC(=C(C=C2)[N+](=O)[O-])C